2-Chloro-N-[2-(5-methylpyridin-3-yl)-1,3-benzoxazol-5-yl]-5-nitrobenzamide ClC1=C(C(=O)NC=2C=CC3=C(N=C(O3)C=3C=NC=C(C3)C)C2)C=C(C=C1)[N+](=O)[O-]